[(1R,2R)-1-[3,4-bis(methoxymethoxy)phenyl]-2-hydroxy-3-[(4-methylbenzenesulfonyl)oxy]propoxy](tert-butyl)-dimethylsilane COCOC=1C=C(C=CC1OCOC)[C@H]([C@@H](COS(=O)(=O)C1=CC=C(C=C1)C)O)O[Si](C)(C)C(C)(C)C